phenyl (3-chloro-4-methyl-5-((2-methyl-1,3-dioxan-5-yl)methyl) phenyl)carbamate ClC=1C=C(C=C(C1C)CC1COC(OC1)C)NC(OC1=CC=CC=C1)=O